1-amino-3-fluoropyrrole-2-carboxylic acid ethyl ester C(C)OC(=O)C=1N(C=CC1F)N